cobalt(III) phosphate P(=O)([O-])([O-])[O-].[Co+3]